6-[[3-(trifluoromethylsulfinyl)phenyl]methyl]-2-azaspiro[3.3]heptane-2-carboxylic acid tert-butyl ester C(C)(C)(C)OC(=O)N1CC2(C1)CC(C2)CC2=CC(=CC=C2)S(=O)C(F)(F)F